NC=1C2=C(N=CN1)N(C(=C2C2=CC=C(C=C2)COC)[C@H]2CN(CC2)C(C=C)=O)C (R)-1-(3-(4-amino-5-(4-(methoxymethyl)phenyl)-7-methyl-7H-pyrrolo[2,3-d]pyrimidin-6-yl)pyrrolidin-1-yl)prop-2-en-1-one